C1(CC1)C=1C=C(OC=2C=NC=3N(C2C2=NOCC(N2)CC2=C(C=C(C=C2)Cl)Cl)N=CC3)C=CC1 3-[6-(3-cyclopropylphenoxy)pyrazolo[1,5-a]pyrimidin-7-yl]-5-[(2,4-dichlorophenyl)methyl]-5,6-dihydro-4H-1,2,4-oxadiazine